ortho-carbonic acid C(O)(O)(O)O